(S)-6-(cyclopropanecarboxamido)-4-((3-(difluoromethyl)-2,4,5-trimethyl-4,5-dihydro-3H-imidazo[4,5-c][1,7]naphthyridin-6-yl)amino)-N-(methyl-d3)pyridazine-3-carboxamide C1(CC1)C(=O)NC1=CC(=C(N=N1)C(=O)NC([2H])([2H])[2H])NC1=NC=CC=2C3=C([C@@H](N(C12)C)C)N(C(=N3)C)C(F)F